C(C)(C)(C)OC(N(C=1C=NC=C(C1)CO)CC1=C(C=CC(=C1)CN1N=CC=2C1=NC(=NC2N)Cl)Br)=O ((5-((4-amino-6-chloro-pyrazolo[3,4-d]pyrimidin-1-yl)methyl)-2-bromo-phenyl)methyl)-N-(5-(hydroxymethyl)-3-pyridinyl)carbamic acid tert-butyl ester